Tert-butyl N-[3-[2-[1-(2,6-dioxo-3-piperidyl)-3-methyl-2-oxo-benzimidazol-5-yl]ethoxy] propyl]-N-methyl-carbamate O=C1NC(CCC1N1C(N(C2=C1C=CC(=C2)CCOCCCN(C(OC(C)(C)C)=O)C)C)=O)=O